COCC(C)(C)NS(O)(=O)=O N-(1-Methoxy-2-methylpropan-2-yl)sulfamic acid